1-(3-chloro-4-methylphenyl)-3-((2-(2,6-dioxopiperidin-3-yl)-6-hydroxy-1-oxoisoindolin-5-yl)methyl)urea ClC=1C=C(C=CC1C)NC(=O)NCC=1C=C2CN(C(C2=CC1O)=O)C1C(NC(CC1)=O)=O